[Ce].CC1=C(C(=C(C1)C)C)C.CC1=C(C(=C(C1)C)C)C.CC1=C(C(=C(C1)C)C)C tri(tetramethyl-cyclopentadiene) cerium